O=C1NC(CCC1NC1=CC(=C(C=C1)N1CCC(CC1)CCN1CCC2(CC(C2)NC(C2=CC(=CC=C2)OC)=O)CC1)F)=O N-(7-(2-(1-(4-((2,6-dioxopiperidin-3-yl)amino)-2-fluorophenyl)piperidin-4-yl)ethyl)-7-azaspiro[3.5]nonan-2-yl)-3-methoxybenzamide